N=C(C1=CC=CC=C1)NC([S-])=S (iminobenzyl)dithiocarbamate